C(C)(=O)N1CCN(CC1)C1CCN(CC1)C1=C(C=C(C(=C1)OC)NC1=NC=NC(=C1)N1OCC[C@@H]1C1=CC(=CC=C1)OC1=CC=CC=C1)NC(C=C)=O (R)-N-(2-(4-(4-acetylpiperazin-1-yl)piperidin-1-yl)-4-methoxy-5-((6-(3-(3-phenoxy-phenyl)isoxazolidin-2-yl)pyrimidin-4-yl)amino)-phenyl)acrylamide